(2S)-2-amino-N-[(1S)-2-[[(1S)-2-amino-2-oxo-1-[[(6R)-5-oxo-4-azaspiro[2.4]heptan-6-yl]methyl]ethyl]amino]-1-[(1-fluorocyclopropyl)methyl]-2-oxo-ethyl]-3,3-dimethyl-butanamide N[C@H](C(=O)N[C@H](C(=O)N[C@H](C(=O)N)C[C@H]1C(NC2(CC2)C1)=O)CC1(CC1)F)C(C)(C)C